tert-butyl 4-(5-fluoro-2-(4-hydroxytetrahydro-2H-pyran-4-yl)pyridin-3-yl)piperazine-1-carboxylate FC=1C=C(C(=NC1)C1(CCOCC1)O)N1CCN(CC1)C(=O)OC(C)(C)C